Azetidin-3-ylmethyl-[5-[[4-[[3-[4-(difluoromethoxy)-2,3-difluoro-phenyl]imidazo[1,2-a]pyrazin-8-yl]amino]-2-ethyl-benzoyl]amino]pentyl]-dimethyl-ammonium bis(2,2,2-trifluoroacetate) FC(C(=O)[O-])(F)F.FC(C(=O)[O-])(F)F.N1CC(C1)C[N+](C)(C)CCCCCNC(C1=C(C=C(C=C1)NC=1C=2N(C=CN1)C(=CN2)C2=C(C(=C(C=C2)OC(F)F)F)F)CC)=O.N2CC(C2)C[N+](CCCCCNC(C2=C(C=C(C=C2)NC=2C=1N(C=CN2)C(=CN1)C1=C(C(=C(C=C1)OC(F)F)F)F)CC)=O)(C)C